OC(C)(P(O)(O)=O)P(O)(O)=O (1-hydroxyethane-1,1-diyl)bisphosphonic acid